FC=1C(=C(C=C(C1)C(C)(C)CC)[C@@H](C(=O)O)N1C[C@@H](CC1)OCCCCCC1=NC=2NCCCC2C(=C1)OC)OC (S)-2-(3-fluoro-2-methoxy-5-(tert-pentyl)phenyl)-2-((R)-3-((5-(4-methoxy-5,6,7,8-tetrahydro-1,8-naphthyridin-2-yl)pentyl)oxy)pyrrolidin-1-yl)acetic acid